C(C)(C)(C)OC(N(C1=CC=C(C=C1)COC(NCC)=O)C([C@H](C)N(C(=O)OC(C)(C)C)C(=O)OC(C)(C)C)=O)=O.OCC1=CC=C(C=C1)NC(C)=O N-(4-(hydroxymethyl)phenyl)acetamide tert-butyl-N-[(2S)-2-[bis(tert-butoxycarbonyl)amino]propanoyl]-N-[4-(ethylcarbamoyloxymethyl)phenyl]carbamate